Sodium anisoate C(C1=CC=C(C=C1)OC)(=O)[O-].[Na+]